FC1=CC=C(CNCCF)C=C1 N-(4-fluorobenzyl)-2-fluoroethylamine